CC1CC(CCC1)N=C=O 3-methyl-isocyanatocyclohexane